bis(3-butenyl)(2-propynyl)phosphine oxide C(CC=C)P(CC#C)(CCC=C)=O